Tris(2-Hydroxyethyl)phosphine OCCP(CCO)CCO